CC(C(=O)C1=CC=C(C=C1)C=1SC=CC1C)(C)N1CCOCC1 2-methyl-[4-(methylthiophenyl)phenyl]-2-morpholino-1-propanone